C[C@H](CCC=C1CC1)[C@H]2CC[C@@H]3[C@@]2(CCC4=C3CC[C@@H]5[C@@]4(CC[C@@H](C5)O)C)C The molecule is a cholestanoid that zymosterol in which the two methyl groups at positions 26 and 27 have been replaced by a cyclopropane ring. It has a role as a Brassica napus metabolite and a sterol methyltransferase inhibitor. It is a 3beta-sterol, a cholestanoid and a member of cyclopropanes. It derives from a zymosterol. It derives from a hydride of a 5alpha-cholestane.